(R)-3-amino-1-(oxetan-3-yl)azetidin-2-one N[C@H]1C(N(C1)C1COC1)=O